2-((3,3-difluorocyclohexyl)methyl)-6-(5-(4-fluoro-2-(1-isopropyl-1H-pyrazol-5-yl)phenoxy)pyrimidin-4-yl)-2,6-diazaspiro[3.3]heptane FC1(CC(CCC1)CN1CC2(C1)CN(C2)C2=NC=NC=C2OC2=C(C=C(C=C2)F)C2=CC=NN2C(C)C)F